2-[5-[(3R)-3-amino-5-[(4-chlorophenyl)methyl]-8-fluoro-1,1,4-trioxo-2,3-dihydro-1lambda6,5-benzothiazepin-7-yl]-1,3,4-oxadiazol-2-yl]-N,2-dimethyl-propanamide N[C@H]1CS(C2=C(N(C1=O)CC1=CC=C(C=C1)Cl)C=C(C(=C2)F)C2=NN=C(O2)C(C(=O)NC)(C)C)(=O)=O